C1=C(C=CC2=CC(=CC=C12)O)O naphthalene-2,6-diol